2-[[4-[2,3-difluoro-4-(4,4,5,5-tetramethyl-1,3,2-dioxaborolan-2-yl)phenyl]-3-methyl-pyrazol-1-yl]methoxy]ethyl-trimethyl-silane FC1=C(C=CC(=C1F)B1OC(C(O1)(C)C)(C)C)C=1C(=NN(C1)COCC[Si](C)(C)C)C